BrC=1C=CC=2C(C3=CC=CC=C3C2C1)(C)C 3-bromo-9,9-dimethyl-fluorene